C1(CC1)C=1C=CC(=NC1)N1CC(C1)O 1-(5-cyclopropylpyridin-2-yl)azetidin-3-ol